1-((5-chlorothiophen-2-yl)methyl)piperidin ClC1=CC=C(S1)CN1CCCCC1